4-(4-ethoxyphenyl)-4-methylpentane C(C)OC1=CC=C(C=C1)C(CCC)(C)C